p-acetoxystyrene chloride [Cl-].C(C)(=O)OC1=CC=C(C=C)C=C1